B([O-])(O)O.C(C(=O)O)(=O)O.B(O)(O)O.[Li+] lithium borate (oxalate) borate